COC=1C=C(CNC(OC(C)(C)C)=O)C=C(C1)B1OC(C(O1)(C)C)(C)C tert-butyl (3-methoxy-5-(4,4,5,5-tetramethyl-1,3,2-dioxaborolan-2-yl)benzyl)carbamate